C1(=CC(=CC=C1)C1=NC(=NC=C1Cl)NC1CC(CCC1)C(=O)N1CCC(CC1)CN1CCC(CC1)OC=1C=C2CN(C(C2=CC1)=O)C1C(NC(CC1)=O)=O)C1=CC=CC=C1 3-(5-((1-((1-(3-((4-([1,1'-biphenyl]-3-yl)-5-chloropyrimidin-2-yl)amino)cyclohexane-1-carbonyl)piperidin-4-yl)methyl)piperidin-4-yl)oxy)-1-oxoisoindolin-2-yl)piperidine-2,6-dione